(R)-3-(1-aminoethyl)-6-chloroquinoxalin-2(1H)-one N[C@H](C)C=1C(NC2=CC=C(C=C2N1)Cl)=O